1-cyclopentyl-4-(4-(4,4,5,5-tetramethyl-1,3,2-dioxaborolan-2-yl)phenyl)piperidine C1(CCCC1)N1CCC(CC1)C1=CC=C(C=C1)B1OC(C(O1)(C)C)(C)C